C(C)(C)OCC1=NC=CC(=C1)C1=NOC(=N1)[C@H](C)NC(=O)C=1N(N=C(C1)C(F)(F)F)C N-[(1S)-1-[3-[2-(isopropoxymethyl)-4-pyridinyl]-1,2,4-oxadiazol-5-yl]ethyl]-2-methyl-5-(trifluoromethyl)pyrazole-3-carboxamide